tert-butyl 4-(5-amino-2-(benzyloxy)pyridin-3-yl)piperazine-1-carboxylate NC=1C=C(C(=NC1)OCC1=CC=CC=C1)N1CCN(CC1)C(=O)OC(C)(C)C